CN1C2=C(OC[C@@H](C1=O)NC(C1=NC=CC(=C1)OC1=CC=CC=C1)=O)C=CC(=C2)N2CC1(C2)CCOCC1 (S)-N-(5-methyl-4-oxo-7-(7-oxa-2-azaspiro[3.5]non-2-yl)-2,3,4,5-tetrahydrobenzo[b][1,4]oxazepin-3-yl)-4-phenoxypicolinamide